OC(CC(=O)O)CCCC(CC)C 3-hydroxy-7-methylnonanoic acid